N-(but-3-yn-2-yl)-4-fluoro-3-methylaniline CC(C#C)NC1=CC(=C(C=C1)F)C